NC/C(/COC1=CC=C(C=C1)S(=O)(=O)CC1CCN(CC1)C(C(C)(C)C)=O)=C\F (E)-1-(4-(((4-((2-(aminomethyl)-3-fluoroallyl)oxy)phenyl)sulfonyl)methyl)piperidin-1-yl)-2,2-dimethylpropan-1-one